COC1=CC(=C2C=NNC2=C1)C=1N=NN(C1)CC1=CC=C(N=N1)N1C[C@@H](CCC1)NC1COCC1 (3R)-1-(6-((4-(6-methoxy-1H-indazol-4-yl)-1H-1,2,3-triazol-1-yl)methyl)pyridazin-3-yl)-N-(tetrahydrofuran-3-yl)piperidin-3-amine